C[N+](CCC)(CC)C N,N-dimethyl-N-ethyl-N-Propyl-ammonium